COC(=O)C=1C=C(C=CC1)OB(O)O (3-(methoxycarbonyl)phenyl)boric acid